CC1=NC(=CC=C1C1CC(COC1)CC(=O)OC)C=1N=NN(C1CN1C(C=CC(=C1)CCC)=O)C methyl 2-(5-(2-methyl-6-(1-methyl-5-((2-oxo-5-propylpyridin-1(2H)-yl)methyl)-1H-1,2,3-triazol-4-yl)pyridin-3-yl)tetrahydro-2H-pyran-3-yl)acetate